3-((5-(tert-butyl)-8-hydroxyquinolin-7-yl)(butyramido)-methyl)-N-(4-(2-((2-(2,6-dioxopiperidin-3-yl)-1,3-dioxoisoindolin-4-yl)oxy)-acetamido)butyl)-benzamide C(C)(C)(C)C1=C2C=CC=NC2=C(C(=C1)C(C=1C=C(C(=O)NCCCCNC(COC2=C3C(N(C(C3=CC=C2)=O)C2C(NC(CC2)=O)=O)=O)=O)C=CC1)NC(CCC)=O)O